C1(=CC=C(C=C1)N(C1=CC=C(C=C1)C1=CC=CC=C1)C1=CC=C(C=C1)C1=CC2=C(OC3=C2C=C(C=C3)C=3C=CC=2N(C4=CC=CC=C4C2C3)C3=CC=CC=C3)C=C1)C1=CC=CC=C1 N-([1,1'-biphenyl]-4-yl)-N-(4-(8-(9-phenyl-9H-carbazol-3-yl)dibenzo[b,d]furan-2-yl)phenyl)-[1,1'-biphenyl]-4-amine